C1(=CC=CC=C1)C1=NN=C(O1)NC1=CC=C(C(=O)NO)C=C1 4-[(5-phenyl-1,3,4-oxadiazol-2-yl)amino]benzohydroxamic acid